ClC=1N=C(C2=C(N1)C=C(S2)CN2CCN(CC2)S(=O)(=O)C)N2CCOCC2 4-(2-Chloro-6-((4-(methylsulfonyl)piperazin-1-yl)methyl)thieno[3,2-d]pyrimidin-4-yl)morpholine